C[C@H]1CCC/C=C/[C@@H]2C[C@@H](C[C@H]2[C@@H](/C=C/C(=O)O1)O)O The molecule is a metabolite from Penicillium brefeldianum that exhibits a wide range of antibiotic activity. It has a role as a Penicillium metabolite.